OC[C@H](C1=CC=CC=C1)NC1=CC(=NC=C1C=1OC(=NN1)C)NC1=CC=C2C(=N1)C(NC2=O)(C)C (S)-2-((4-((2-hydroxy-1-phenylethyl)amino)-5-(5-methyl-1,3,4-oxadiazol-2-yl)pyridin-2-yl)amino)-7,7-dimethyl-6,7-dihydro-5H-pyrrolo[3,4-b]pyridin-5-one